C(C)N1CCN(CC1)CC=1C=CC(=NC1)C1=C(C(=NC(=N1)N)C1=C(C2=NNC(=C2S1)C(C)C)C)F (5-((4-ethylpiperazin-1-yl)methyl)pyridin-2-yl)-5-fluoro-4-(3-isopropyl-6-methyl-2H-thieno[3,2-c]pyrazol-5-yl)pyrimidin-2-amine